N-[4-(4-chlorophenoxy)-3-sulfamylphenyl]-2-[2,6-dichloro-4-(trifluoromethyl)phenyl]acetamide ClC1=CC=C(OC2=C(C=C(C=C2)NC(CC2=C(C=C(C=C2Cl)C(F)(F)F)Cl)=O)S(N)(=O)=O)C=C1